2-Hydroxy-N,N,N-trimethylethylammonium 8-(5-carboxy-2-hydroxybenzoamido)octanoate C(=O)(O)C=1C=CC(=C(C(=O)NCCCCCCCC(=O)[O-])C1)O.OCC[N+](C)(C)C